N-(4-((2-(4,4-Difluoropiperidin-1-yl)-6-methylpyrimidin-4-yl)amino)-8-fluoro-5-(6-azaspiro[2.5]octan-6-yl)quinazolin-7-yl)-2-hydroxyethane-1-sulfonamide FC1(CCN(CC1)C1=NC(=CC(=N1)NC1=NC=NC2=C(C(=CC(=C12)N1CCC2(CC2)CC1)NS(=O)(=O)CCO)F)C)F